9-methacryloyloxy-10-acetoxy-1,2,3,4-tetrahydroanthracene C(C(=C)C)(=O)OC=1C2=CC=CC=C2C(=C2CCCCC12)OC(C)=O